N1(C=CC=C1)C1=C(C(=O)OC)C=CC=C1N1CC(C1)OC(NCC1=CC=C(C=C1)C(F)(F)F)=O Methyl 2-(1H-pyrrol-1-yl)-3-(3-(((4-(trifluoromethyl)benzyl)carbamoyl)oxy)azetidin-1-yl)benzoate